1-(4-{7-[{[1-(Methoxymethyl)cyclobutyl]methyl}(methyl)amino]-5-[3-(trifluoromethyl)phenyl]-1H-imidazo[4,5-b]pyridin-2-yl}phenyl)pyrrolidine-3-carboxylic acid COCC1(CCC1)CN(C1=C2C(=NC(=C1)C1=CC(=CC=C1)C(F)(F)F)N=C(N2)C2=CC=C(C=C2)N2CC(CC2)C(=O)O)C